[N+](=[N-])=CC(CC[C@@H](C(=O)OC)NC([C@H](C)SC)=O)=O methyl (S)-6-diazo-2-((S)-2-(methylthio)propanamido)-5-oxohexanoate